CC1=CC=C(CN2C=CC3=CC(=CC=C23)C2=CC=CC(=N2)C(=O)N)C=C1 6-(1-(4-methylbenzyl)-1H-indol-5-yl)picolinamide